[(3S)-3-methylpyrrolidin-3-yl]-4-[3-(2-isopropoxy-3-pyridyl)pyrazolo[1,5-a]pyrimidin-5-yl]piperazine-1-carboxylate C[C@]1(CNCC1)OC(=O)N1CCN(CC1)C1=NC=2N(C=C1)N=CC2C=2C(=NC=CC2)OC(C)C